ClC1=NC=C(C(=C1)C1=C(C=NC(=C1)C)C(=O)NC=1SC2=C(N1)CN(C2)C(C2=NC=C(C=C2)OC)=O)OC 2'-chloro-5'-methoxy-N-(5-(5-methoxypicolinoyl)-5,6-dihydro-4H-pyrrolo[3,4-d]thiazol-2-yl)-6-methyl-[4,4'-bipyridine]-3-carboxamide